1-Hexyl-3-Methylpyridinium chlorid [Cl-].C(CCCCC)[N+]1=CC(=CC=C1)C